FC1=C2C3=C(NC2=C(C=C1F)NC)N=CC(=C3N3C[C@@H](OCC3)C)C=3C=C1C(C(=CN(C1=NC3)C)C(=O)O)=O 6-[5,6-difluoro-8-(methylamino)-4-[(2S)-2-methylmorpholin-4-yl]-9H-pyrido[2,3-b]indol-3-yl]-1-methyl-4-oxo-1,8-naphthyridine-3-carboxylic acid